OCC1=CC=C(C=C1)C1=CC(=CC=C1)C(=O)N 4'-(hydroxymethyl)-[1,1'-biphenyl]-3-carboxamide